ClC=1C=C(C=NC1)C1=NN=C(O1)C1=NN(C(C=C1)=O)CC(=O)NCC 2-(3-(5-(5-chloropyridin-3-yl)-1,3,4-oxadiazol-2-yl)-6-oxopyridazin-1(6H)-yl)-N-ethylacetamide